2-(methyl((S)-3-(5-methyl-2-(trifluoromethyl)pyridin-4-yl)-5-(piperidin-1-yl)pentyl)amino)-2-(3-methyl-2-((1r,4S)-4-(trifluoromethoxy)cyclohexyl)phenyl)acetic acid CN(C(C(=O)O)C1=C(C(=CC=C1)C)C1CCC(CC1)OC(F)(F)F)CC[C@H](CCN1CCCCC1)C1=CC(=NC=C1C)C(F)(F)F